Cl.CN(C1=CC=NC2=CC=CC=C12)[C@@H]1CNCC1 (S)-N-methyl-N-(pyrrolidin-3-yl)quinolin-4-amine hydrochloride